COC1=CC=C(CN(C2=NC(=NN3C2=NC=C3C(C=3C=CC(=NC3C)C3CCN(CC3)C(=O)OC(C)(C)C)O)OCCCC)CC3=CC=C(C=C3)OC)C=C1 tert-butyl 4-(5-((4-(bis(4-methoxybenzyl)amino)-2-butoxyimidazo[2,1-f][1,2,4]triazin-7-yl)(hydroxy)methyl)-6-methylpyridin-2-yl)piperidine-1-carboxylate